FC1=C(C=C(C=C1)OCCN1CCOCC1)C1=NC=CC2=C1N=C(N=C2)NC=2C=NC(=CC2)N2CCNCC2 8-(2-fluoro-5-(2-morpholinoethoxy)phenyl)-N-(6-(piperazin-1-yl)pyridin-3-yl)pyrido[3,4-d]pyrimidin-2-amine